iron dimethyl-dithiocarbamic acid CN(C(S)=S)C.[Fe]